(±)-tert-butyl-4-(6-chloropyridin-2-yl)-trans-2,3-dimethylpiperazine-1-carboxylate C(C)(C)(C)OC(=O)N1[C@H]([C@@H](N(CC1)C1=NC(=CC=C1)Cl)C)C |r|